BrC1=CC2=C(SC=C2C)C(=C1)OCC(OCC)OCC 5-bromo-7-(2,2-diethoxyethoxy)-3-methylbenzo[b]thiophene